(±)-trans-N-[8-(benzhydrylideneamino)-6-[1-tetrahydropyran-2-yl-3-(trifluoromethyl)pyrazol-4-yl]-3-isoquinolyl]-2-cyano-cyclopropanecarboxamide C(C1=CC=CC=C1)(C1=CC=CC=C1)=NC=1C=C(C=C2C=C(N=CC12)NC(=O)[C@H]1[C@@H](C1)C#N)C=1C(=NN(C1)[C@@H]1OCCCC1)C(F)(F)F |&1:37|